CC(C)C1=C(C=CC=C1O)O 2-Propan-2-ylbenzene-1,3-diol